FC=1C(=C2C(=NC1)NC=C2)[C@@H](C)OC=2C=C1C(=NNC1=CC2)C=2C=NC(=CC2)C (R)-5-(1-(5-fluoro-1H-pyrrolo[2,3-b]pyridin-4-yl)ethoxy)-3-(6-methylpyridin-3-yl)-1H-indazole